ClC=1C(=CC(=NC1)OC)C1=CC(=NN1)C(=O)N1CCC(CC1)C(=O)NCC1=NC=CC=C1Cl (5-(5-chloro-2-methoxypyridin-4-yl)-1H-pyrazole-3-carbonyl)-N-((3-chloropyridin-2-yl)methyl)piperidine-4-carboxamide